FC1CC12CC(C2)NC(C)=O N-{1-fluorospiro[2.3]hexan-5-yl}acetamide